2,6,6-trimethyl-bicyclo[3.1.1]heptane-3-spiro-2'-cyclohexen CC1C2C(C(CC13C=CCCC3)C2)(C)C